ClC1=NC(=CC(=C1Cl)I)OC 2,3-dichloro-4-iodo-6-methoxypyridine